3-nitrobenzenesulfonamide [N+](=O)([O-])C=1C=C(C=CC1)S(=O)(=O)N